2-butyl-7-isopropoxy-1-(4-(morpholinomethyl)benzyl)-1H-imidazo[4,5-d]pyridazin-4-amine C(CCC)C1=NC=2C(=C(N=NC2N)OC(C)C)N1CC1=CC=C(C=C1)CN1CCOCC1